C1(CC1)C1=CC=C(C=C1)S(=O)(=O)C=1C(N=C(N(C1O)C1=C(C=CC=C1OC)OC)C1=CC=C(C=C1)F)=O 5-((4-Cyclopropylphenyl)sulfonyl)-1-(2,6-dimethoxyphenyl)-2-(4-fluorophenyl)-6-hydroxypyrimidin-4(1H)-one